ClC1=NC(=C2C(=N1)N(N=C2)[C@H]2[C@@H]([C@@H]([C@H](O2)COC(CO)(CS(=O)(=O)C)P(O)(O)=O)O)O)NC2CCCC2 (2-(((2R,3S,4R,5R)-5-(6-chloro-4-(cyclopentylamino)-1H-pyrazolo[3,4-d]pyrimidin-1-yl)-3,4-dihydroxytetrahydrofuran-2-yl)methoxy)-1-hydroxy-3-(methylsulfonyl)propan-2-yl)phosphonic acid